1-(2-((Tert-butyldimethylsilyl)oxy)ethyl)-6-chloropyrimidine-2,4(1H,3H)-dione [Si](C)(C)(C(C)(C)C)OCCN1C(NC(C=C1Cl)=O)=O